CC=1C=C2NC=C(C[C@H](N)C(=O)O)C2=CC1 6-methyltryptophan